tert-butyl 3-[2-(4-amino-6-chloropyridazin-3-yl)ethynyl]azetidine-1-carboxylate NC1=C(N=NC(=C1)Cl)C#CC1CN(C1)C(=O)OC(C)(C)C